CC1=CC2=C(OC3=C(N2CCN2CC=4N(CC2)C(=NN4)C(F)(F)F)N=CC(=C3)C=3C=C4C(=NNC4=CC3)C)C=C1C=1C=C3C(=NNC3=CC1)C 8-methyl-3,7-bis-(3-methyl-1H-indazol-5-yl)-10-(2-(3-(trifluoromethyl)-5,6-dihydro-[1,2,4]triazolo[4,3-a]pyrazin-7(8H)-yl)ethyl)-10H-benzo[b]pyrido[2,3-e][1,4]oxazine